FC(C(=O)N(C(C)C)C(C)C)=C 2-fluoro-N,N-diisopropyl-Acrylamide